C(CC)(=O)[O-].[Ca+2].C(CC)(=O)[O-] Calcium propionate